2-(((2R,3S,4R,5R)-5-(6-amino-2-chloro-9H-purin-9-yl)-3,4-dihydroxytetrahydrofuran-2-yl)methoxy)-3-phenyl-2-(1H-pyrazol-3-yl)propanoic acid NC1=C2N=CN(C2=NC(=N1)Cl)[C@H]1[C@@H]([C@@H]([C@H](O1)COC(C(=O)O)(CC1=CC=CC=C1)C1=NNC=C1)O)O